C(=O)(O)C1=CC=CC(=N1)CN1CCOCCOCCN(CCOCCOCC1)CC1=CC(=CC(=N1)C(=O)O)NC(=S)NC 6-((16-((6-carboxypyridin-2-yl)methyl)-1,4,10,13-tetraoxa-7,16-diazacyclooctadecan-7-yl)methyl)-4-(3-methylthioureido)picolinic acid